1-(6-cyclopropylpyridin-2-yl)ethane-1-one C1(CC1)C1=CC=CC(=N1)C(C)=O